2-((2-fluorophenyl)thio)-1-(4-(5-(trifluoromethyl)-1,2,4-oxadiazol-3-yl)phenyl)ethan-1-one FC1=C(C=CC=C1)SCC(=O)C1=CC=C(C=C1)C1=NOC(=N1)C(F)(F)F